Benzyl (CIS)-2-oxo-6-({[(CIS)-4-phenylcyclohexyl]oxy}methyl)-3-oxa-1,7-diazaspiro[4.4]nonane-7-carboxylate O=C1NC2(CO1)C(N(CC2)C(=O)OCC2=CC=CC=C2)CO[C@@H]2CC[C@@H](CC2)C2=CC=CC=C2